5-chloro-N3,4,6-trimethylisoxazolo[5,4-b]pyridin-3-amine ClC=1C(=C2C(=NC1C)ON=C2NC)C